2-(2-acryloyl-2,6-diazaspiro[3.4]octan-6-yl)-4-(5-methyl-1H-indazol-4-yl)-6-morpholinopyrimidine-5-carbonitrile C(C=C)(=O)N1CC2(C1)CN(CC2)C2=NC(=C(C(=N2)C2=C1C=NNC1=CC=C2C)C#N)N2CCOCC2